2-(4-methoxyphenyl)-1-(3,4,5-trimethoxyphenyl)-1H-benzo[d]imidazole COC1=CC=C(C=C1)C1=NC2=C(N1C1=CC(=C(C(=C1)OC)OC)OC)C=CC=C2